4-(5-bromo-1-tosyl-1H-pyrrolo[2,3-b]pyridin-3-yl)-1H-indazole BrC=1C=C2C(=NC1)N(C=C2C2=C1C=NNC1=CC=C2)S(=O)(=O)C2=CC=C(C)C=C2